BrC1=C2NC(C(NC2=C(C=C1)F)=O)C 5-Bromo-8-fluoro-3-methyl-1,2,3,4-tetrahydroquinoxalin-2-one